C(C=C)(=O)N1[C@H](CN(C[C@H]1C)C1=NC(N2C3=C(C(=C(C=C13)C(F)(F)F)C1=CC=C(C=C1)F)SC[C@H](C2)CN(C)C)=O)C (S)-8-((3S,5R)-4-acryloyl-3,5-dimethylpiperazin-1-yl)-3-((dimethylamino)methyl)-11-(4-fluorophenyl)-10-(trifluoromethyl)-3,4-dihydro-[1,4]thiazepino[2,3,4-ij]quinazolin-6(2H)-one